NC1=NC=2C=C(C(=CC2C2=C1C=NN2C)C(=O)N2N(CC(C2)C)C2=NC=C(C=C2F)C#C)C (4-amino-1,7-dimethyl-1H-pyrazolo[4,3-c]quinolin-8-yl)(2-(5-ethynyl-3-fluoropyridin-2-yl)-4-methylpyrazolidin-1-yl)methanone